[C@H]1(CC[C@H](CC1)[N+]1(CCCC1)C)[N+]1(CCCC1)C trans-1,1'-(1,4-cyclohexanediyl)bis(1-methylpyrrolidinium)